ClC1=CC=C(C=C1)CC1=NN(C(C2=CC=CC=C12)=O)C1CCN(CCC1)C 4-[(4-chlorophenyl)methyl]-2-(1-methylazepan-4-yl)phthalazin-1-one